COC(=O)[C@H]1[C@@H](C1)CN1C(N(C(=NC1=O)NC1=CC=C(C=C1)OC1=NC=C(C=C1)F)CC1=CC=C(C=C1)Cl)=O |r| (±)-trans-2-((3-(4-chlorobenzyl)-4-((4-((5-fluoropyridin-2-yl)oxy)phenyl)amino)-2,6-dioxo-3,6-dihydro-1,3,5-triazine-1(2H)-yl)methyl)cyclopropane-1-carboxylic acid methyl ester